ClC1=C(C=C2C(=C(N(C2=C1C#N)C)C1=NNC(=N1)[C@H](COC)O)N1C=NC=C1)OC (R)-6-chloro-2-(5-(1-hydroxy-2-methoxyethyl)-1H-1,2,4-triazol-3-yl)-3-(1H-imidazol-1-yl)-5-methoxy-1-methyl-1H-indole-7-carbonitrile